2-(tert-butyl)-9,9-dimethyl-6-phenoxy-9,10-dihydroacridine C(C)(C)(C)C1=CC=2C(C3=CC=C(C=C3NC2C=C1)OC1=CC=CC=C1)(C)C